FC(C1=NC=CC=C1N)(F)F 2-(trifluoromethyl)pyridin-3-amine